5-methoxy-2-((4-(trifluoromethyl)benzyl)thio)benzo[d]oxazole COC=1C=CC2=C(N=C(O2)SCC2=CC=C(C=C2)C(F)(F)F)C1